2,4-dimethyloxazole-5-carbaldehyde CC=1OC(=C(N1)C)C=O